Methyl 2-(bromomethyl)benzoate BrCC1=C(C(=O)OC)C=CC=C1